C(C=C)(=O)N1[C@@H](CCC1)C1=NC(=C2N1C=CN=C2N)C2=CC=C(C(=O)NC=1SC=CN1)C=C2 (S)-4-(3-(1-acryloylpyrrolidin-2-yl)-8-aminoimidazo[1,5-a]pyrazin-1-yl)-N-(thiazol-2-yl)benzamide